5-Amino-3-[4-[[(2-methoxybenzoyl)amino]methyl]phenyl]-1-(3-pyridinyl)pyrazole-4-carboxamide NC1=C(C(=NN1C=1C=NC=CC1)C1=CC=C(C=C1)CNC(C1=C(C=CC=C1)OC)=O)C(=O)N